ClC1=CC=C(C=C1)C1=NN(C(C2=CC=CC=C12)=O)NC(CC1=CC=C(C=C1)OC)=O N-[4-(4-chlorophenyl)-1-oxophthalazin-2(1H)-yl]-2-(4-methoxyphenyl)acetamide